FC1=CC=2N(C=C1)N=C(N2)N[C@@H]2C[C@H](CC2)NC2=CC=C(C=N2)N2CC=1C=NC(=CC1C2=O)C(F)(F)F 2-(6-(((1S,3S)-3-((7-fluoro-[1,2,4]triazolo[1,5-a]pyridin-2-yl)amino)cyclopentyl)amino)pyridin-3-yl)-6-(trifluoromethyl)-2,3-dihydro-1H-pyrrolo[3,4-c]pyridin-1-one